NC1=CC=C(C=N1)C(NC(C)=O)C1=C(C=C(C(=C1)Cl)Cl)O N-[(6-aminopyridin-3-yl)(4,5-dichloro-2-hydroxyphenyl)methyl]acetamide